BrC1=C2C(=NN(C2=CC=C1CCOCCC(O[Si](C)(C)C(C)(C)C)[C@H]1CN(CCC1)C(=O)OC(C)(C)C)C1OCCCC1)Cl tert-Butyl (3R)-3-(3-(2-(4-bromo-chloro-(tetrahydro-2H-pyran-2-yl)-1H-indazol-5-yl)ethoxy)-1-((tert-butyldimethylsilyl)oxy)propyl)piperidine-1-carboxylate